BrCC1=C(C=CC=C1)OB(O)O 2-bromomethylphenyl-boric acid